tetradecanene-8,10-diyne-1,3-diyl diacetate C(C)(=O)OC=CC(CCCCC#CC#CCCC)OC(C)=O